OC1(CC1)C=1NC(=NN1)C1CC2(CN(C2)C(=O)N2CC3(CN(C3)S(=O)(=O)C3=CC=C(C=C3)OC(F)(F)F)C2)C1 [6-[5-(1-hydroxycyclopropyl)-4H-1,2,4-triazol-3-yl]-2-azaspiro[3.3]heptan-2-yl]-[2-[4-(trifluoromethoxy)phenyl]sulfonyl-2,6-diazaspiro[3.3]heptan-6-yl]methanone